butyl crotonate (butyl crotonate) C(CCC)/C(/C(=O)O)=C\C.C(\C=C\C)(=O)OCCCC